[F-].C(CCCCCCCCCC)[NH+]1CC(CC1)CCCC 1-Undecyl-3-butylpyrrolidinium fluorid